C(C)(C)OC1=NC=CC=C1C1=CC=C(C=C1)C(CCCC(=O)O)(C)C 5-[4-(2-isopropoxy-pyridin-3-yl)-phenyl]-5-methyl-hexanoic acid